NC=1C=2N(C=CN1)C(=NC2C)C(C)C=2C(=C(C(=C(C2)Cl)F)C(=O)N2CCOCC2)OC(C)C (3-(1-(8-amino-1-methylimidazo[1,5-a]pyrazin-3-yl)ethyl)-5-chloro-6-fluoro-2-isopropoxyphenyl)(morpholino)methanone